N-methyl-6-(2-methylimidazo[1,2-b]pyridazin-6-yl)-N-(2,2,6,6-tetramethylpiperidin-4-yl)-1,3-benzothiazol-2-amin CN(C=1SC2=C(N1)C=CC(=C2)C=2C=CC=1N(N2)C=C(N1)C)C1CC(NC(C1)(C)C)(C)C